OC1=CC=C(C(=N1)N)N 6-hydroxy-2,3-diaminopyridine